4,4-difluoro-1-[4-(2-methyl-1,3-dioxolan-2-yl)phenyl]Cyclohexanol methyl-5-[(3R,5S)-4-(tert-butoxycarbonyl)-3,5-dimethylpiperazin-1-yl]cinnoline-8-carboxylate CC=1N=NC2=C(C=CC(=C2C1)N1C[C@H](N([C@H](C1)C)C(=O)OC(C)(C)C)C)C(=O)OC1(CCC(CC1)(F)F)C1=CC=C(C=C1)C1(OCCO1)C